C12CN(CC(CC1)N2)C2=NC(=NC1=C(C(=CC=C21)C2=CC=C(C=1SC(=C(C12)C#N)N)F)F)OCC12COC(C1)(C2)C 4-(4-(3,8-diazabicyclo[3.2.1]octan-3-yl)-8-fluoro-2-((1-methyl-2-oxabicyclo[2.1.1]hexan-4-yl)methoxy)quinazolin-7-yl)-2-amino-7-fluorobenzo[b]thiophene-3-carbonitrile